ClC=1C=CC(=C(C1)CCN1C[C@H](NCC1)COC1=CC=C(C=C1)S(=O)(=O)C)OC(F)F (3S)-1-{2-[5-chloro-2-(difluoromethoxy)phenyl]eth-yl}-3-[(4-methanesulfonylphenoxy)methyl]piperazine